BrC=1C=NC=C(CN2CC(C(=CC2)C2=C3C(=NC(=C2)NC(=O)C2CC2)NC=C3)C)C1 N-(4-(1-(5-bromonicotinyl)-3-methyl-1,2,3,6-tetrahydropyridin-4-yl)-1H-pyrrolo[2,3-b]pyridin-6-yl)cyclopropylcarboxamide